CN(C=1SC2=C(N1)OCC=1C=C(C=CC12)C1=CC(=NC=C1)C#N)C1CC(NC(C1)(C)C)(C)C 4-(2-(methyl-(2,2,6,6-tetramethylpiperidin-4-yl)amino)-5H-isochromeno[3,4-d]thiazol-7-yl)picolinonitrile